C(OCCC)(OOOOC(OCCC)=O)=O din-propyl peroxy dicarbonate